(5-methylthiophen-2-yl)boron CC1=CC=C(S1)[B]